[Co]=S.[Sb] Antimony-cobalt sulfide